CNC(=O)C=1C=CC(=C2C=CC=NC12)N[C@@H]1CN(CC1)CC(N1[C@@H](CCC1)C#N)=O N-Methyl-5-[[(3S)-1-[2-oxo-2-[(2S)-2-cyanopyrrolidin-1-yl]ethyl]pyrrolidin-3-yl]amino]chinolin-8-carboxamid